2-(4-cyclopropyl-6-methoxypyrimidin-5-yl)-9-(4-(1-ethyl-4-(trifluoromethyl)-1H-imidazol-2-yl)benzyl)-9H-pyrimido[4,5-b]indole C1(CC1)C1=NC=NC(=C1C=1N=CC2=C(N(C3=CC=CC=C23)CC2=CC=C(C=C2)C=2N(C=C(N2)C(F)(F)F)CC)N1)OC